C(CCC)(=O)OCCCCCCCCCCCCCCCCCCCC eicosyl butyrate